Methyl 5-(((6S,9S)-6,9-diisopropyl-2,2-dimethyl-4,7,10-trioxo-3-oxa-5,8,11-triazatridecan-13-yl)carbamoyl)-2-(2-(4-fluorophenyl)butanamido)-4-methylthiophene-3-carboxylate C(C)(C)[C@H](NC(OC(C)(C)C)=O)C(N[C@H](C(NCCNC(=O)C1=C(C(=C(S1)NC(C(CC)C1=CC=C(C=C1)F)=O)C(=O)OC)C)=O)C(C)C)=O